(5S)-5-(chloromethyl)oxazolidin-2-one ClC[C@@H]1CNC(O1)=O